(2S,4R)-2-((difluoromethoxy)methyl)-4-((4-(trifluoromethyl)piperidin-1-yl)methyl)pyrrolidine-1-carboxylic acid tert-butyl ester C(C)(C)(C)OC(=O)N1[C@@H](C[C@@H](C1)CN1CCC(CC1)C(F)(F)F)COC(F)F